2-dodecyloxyquinoline tert-butyl-(9-(3-(7-(4-(2-hydroxyethyl)piperazin-1-yl)-2-methyl-3-phenyl-pyrazolo[1,5-a]pyrimidin-5-yl)phenyl)nonyl)carbamate C(C)(C)(C)N(C(O)=O)CCCCCCCCCC1=CC(=CC=C1)C1=NC=2N(C(=C1)N1CCN(CC1)CCO)N=C(C2C2=CC=CC=C2)C.C(CCCCCCCCCCC)OC2=NC1=CC=CC=C1C=C2